CC1(NC(CC(C1)NC(C)(CC(C)(C)C)C)(C)C)C 2,2,6,6-tetramethyl-N-(2,4,4-trimethylpentan-2-yl)piperidin-4-amine